C(#N)C1=NN(C(=C1)C)C1=C(C=CC(=N1)N1C=NC2=C1C=C(C=C2)NC(=O)C2CC2)C(C)O N-[3-[6-(3-cyano-5-methyl-pyrazol-1-yl)-5-(1-hydroxyethyl)-2-pyridinyl]benzimidazol-5-yl]cyclopropanecarboxamide